4-(6-fluoro-7-(2-fluorophenyl)-1-(2-isopropyl-4-methylpyridin-3-yl)-2-oxo-1,2-dihydropyrido[2,3-d]pyrimidin-4-yl)-2,5-dimethylpiperazine-1-carboxylic acid tert-butyl ester C(C)(C)(C)OC(=O)N1C(CN(C(C1)C)C=1C2=C(N(C(N1)=O)C=1C(=NC=CC1C)C(C)C)N=C(C(=C2)F)C2=C(C=CC=C2)F)C